3-oxa-7,9-diazabicyclo[3.3.1]nonane-7-carboxylate C12COCC(CN(C1)C(=O)[O-])N2